C(C)OC(C(C1=C(C=CC=C1)F)(F)F)=O 2,2-Difluoro-2-(2-fluorophenyl)acetic acid ethyl ester